2-[4-(PHENYLAMINO)PHENOXY]ACETALDEHYDE C1(=CC=CC=C1)NC1=CC=C(OCC=O)C=C1